(S)-2-(6,7-dihydro-5H-pyrazolo[5,1-b][1,3]oxazin-3-yl)-N-(2-methyl-5-(2-(2-methylpyrrolidin-1-yl)acetamido)pyridin-3-yl)-1H-pyrrolo[2,3-b]pyridine-5-carboxamide N1=CC(=C2OCCCN21)C2=CC=1C(=NC=C(C1)C(=O)NC=1C(=NC=C(C1)NC(CN1[C@H](CCC1)C)=O)C)N2